5-fluoro-19-(oxan-2-yl)-8,14-dioxa-10,19,20-triazatetracyclo[13.5.2.12,6.018,21]tricosa-1(20),2,4,6(23),15,17,21-heptaen-9-one FC1=CC=C2C3=NN(C4=CC=C(OCCCNC(OCC1=C2)=O)C=C34)C3OCCCC3